4-bromo-6-chloro-2-((2-(trimethylsilyl)ethoxy)methyl)pyridazin-3(2H)-one BrC=1C(N(N=C(C1)Cl)COCC[Si](C)(C)C)=O